C1(=CC=CC=C1)C1CCC(CC1)CCCCCCCOC1=CC=C2C(=NC=NC2=C1)N 7-((7-(4-phenylcyclohexyl)heptyl)oxy)quinazolin-4-amine